BrC=1C=NC=C(C1)OC(C)(C)C 3-bromo-5-(tert-butoxy)pyridine